(R)-1-(5-(1H-pyrazol-4-yl)isoindolin-2-yl)-2-amino-3-(2,4-dichlorophenyl)propan-1-one N1N=CC(=C1)C=1C=C2CN(CC2=CC1)C([C@@H](CC1=C(C=C(C=C1)Cl)Cl)N)=O